4-(2-(4-chloro-2,5-difluorophenyl)-2,8-diazaspiro[4.5]decan-8-yl)-5-bromopiperidine-2,6-dione ClC1=CC(=C(C=C1F)N1CC2(CC1)CCN(CC2)C2CC(NC(C2Br)=O)=O)F